N-(6-(1-cyanospiro[2.2]pentan-1-yl)isoquinolin-3-yl)azetidine-3-carboxamide C(#N)C1(CC12CC2)C=2C=C1C=C(N=CC1=CC2)NC(=O)C2CNC2